ClC=1C=CC(=C(C1)C(C(=O)N)NC1=C(C=CC=C1)S(NC=1C=C2C=CNC2=CC1)(=O)=O)OC (5-chloro-2-methoxyphenyl)-2-({2-[(1H-indol-5-yl)sulfamoyl]phenyl}amino)acetamide